COC1=C(C(=O)O)C=C(C=C1)\C=C\C1=C(C=CC=C1)C1=NC(=NC=C1)NC1=CC=C(C=C1)C(F)(F)F (E)-2-methoxy-5-(2-(2-((4-(trifluoromethyl)phenyl)amino)pyrimidin-4-yl)styryl)benzoic acid